(2,6-dimethyl-4-pyridinyl)boronic acid CC1=NC(=CC(=C1)B(O)O)C